6-(4-chlorobenzyl)-3-benzyl-1,2,3,4,6,8,9,10-octahydro-5H-pyrido[3,4-e]pyrimido[1,2-a]pyrimidin-5-one ClC1=CC=C(CN2C=3N(C4=C(C2=O)CN(CC4)CC4=CC=CC=C4)CCCN3)C=C1